CC1CC(C2=CC=CC=C12)(C)C 1,3,3-trimethylindane